2-[4-[[(Z)-2-Cyano-3-hydroxy-3-(5-methylisoxazol-4-yl)prop-2-enoyl]amino]phenyl]acetic acid C(#N)/C(/C(=O)NC1=CC=C(C=C1)CC(=O)O)=C(\C=1C=NOC1C)/O